[Ta].C(C)(C)(C)NCCN tert-butylaminoethylamine tantalum